ethyl 6-[tert-butoxycarbonyl(methyl)amino]-5,6,7,8-tetrahydro-4H-cyclohepta[b]thiophene-2-carboxylate C(C)(C)(C)OC(=O)N(C1CCC2=C(SC(=C2)C(=O)OCC)CC1)C